methoxy-7-(1-methyl-1H-pyrazol-4-yl)-thiazolo[4,5-c]pyridin COC=1SC2=C(C=NC=C2C=2C=NN(C2)C)N1